ClC1=CC(=C(C=N1)NC(=O)C1(CN(C1)S(NCCO)(=O)=O)C1=C(C=CC=C1)C(C)C)OC N-(6-chloro-4-methoxypyridin-3-yl)-1-(N-(2-hydroxyethyl)sulfamoyl)-3-(2-isopropylphenyl)azetidine-3-carboxamide